CC1=C(C(=O)P(CC(CC(C)(C)C)C)(C(C2=C(C=CC(=C2C)C)C)=O)=O)C(=C(C=C1)C)C bis(2,5,6-trimethylbenzoyl)-2,4,4-trimethylpentylphosphine oxide